C(C)SC1=NN2C(N=CC=C2)=C1C1=NC2=C(C=NC(=C2)C(F)(F)F)N1C 2-(2-(ethylsulfanyl)pyrazolo[1,5-a]pyrimidin-3-yl)-3-methyl-6-(trifluoromethyl)-3H-imidazo[4,5-c]pyridine